2-(diethylamino)ethanthiol C(C)N(CCS)CC